NC1=C(C(N(C2=CC(=CC=C12)I)C1=C(C=C(C=C1)N)C)=O)C(=O)OC methyl 4-amino-1-(4-amino-2-methylphenyl)-7-iodo-2-oxo-1,2-dihydroquinoline-3-carboxylate